O=C1NC(CCC1N1C(C2=CC=C(C=C2C1=O)OCCO)=O)=O 2-(2,6-dioxopiperidin-3-yl)-5-(2-hydroxyethoxy)isoindoline-1,3-dione